4-carbamoyl-4-[1-oxo-4-(4-piperidin-1-ylmethyl-benzyloxy)-1,3-dihydro-isoindol-2-yl]-butyric acid methyl ester COC(CCC(N1C(C2=CC=CC(=C2C1)OCC1=CC=C(C=C1)CN1CCCCC1)=O)C(N)=O)=O